ClC1=C(C=CC(=C1)C1=CNC2=NC=C(C=C21)C=2C=CC1=C(CCC(CC1)N1CCCC1)C2)C(C)(C)O 2-(2-Chloro-4-{5-[7-(pyrrolidin-1-yl)-6,7,8,9-tetrahydro-5H-benzo[7]annulen-2-yl]-1H-pyrrolo[2,3-b]pyridin-3-yl}phenyl)propan-2-ol